Cl.C(C)C1=C(C(C2=C(N1CC(=O)NC13CC(C1)(C3)C(F)(F)F)N=C(O2)C2=CC(=NC=C2)OC)=O)N2CCNCC2 2-(5-ethyl-2-(2-methoxypyridin-4-yl)-7-oxo-6-(piperazin-1-yl)oxazolo[4,5-b]pyridin-4(7H)-yl)-N-(3-(trifluoromethyl)bicyclo[1.1.1]pentan-1-yl)acetamide hydrochloride